tert-butyl-4-(2-(2,6-dioxopiperidin-3-yl)-1-oxoisoindolin-5-yl)piperazine C(C)(C)(C)N1CCN(CC1)C=1C=C2CN(C(C2=CC1)=O)C1C(NC(CC1)=O)=O